2,5-dioxopyrrolidin-1-yl 3-(2,5-dioxo-2,5-dihydro-1H-pyrrol-1-yl)propanoate O=C1N(C(C=C1)=O)CCC(=O)ON1C(CCC1=O)=O